C=12NNCCCCCCCCCCC(=CC1)C=C2 diazabicyclo[12.2.2]octadeca-1(16),14,17-triene